ClC(C1=C2C(=NC(=C1)O)N(N=C2C#N)C2=C(C=C(C=C2Cl)C(F)(F)F)Cl)F 4-(chlorofluoromethyl)-1-(2,6-dichloro-4-(trifluoromethyl)phenyl)-6-hydroxy-1H-pyrazolo[3,4-b]pyridine-3-carbonitrile